COC(C(C(=O)C=1SC=C(C1)Br)C)=O 2-methyl-3-(4-bromothien-2-yl)-3-oxopropanoic acid methyl ester